N1CC(C1)(C#N)C#N azetidine-3,3-dicarbonitrile